S1C(=NC2=C1C=CC=C2)NC(=NC(=O)NC2=C(C=CC=C2)Br)N N-benzo[d]thiazol-2-yl-N''-(2-bromoaniline-carbonyl)-guanidine